(2R)-2-amino-N-[(1S)-2-hydroxy-1-(3-methoxyphenyl)ethyl]butanamide N[C@@H](C(=O)N[C@H](CO)C1=CC(=CC=C1)OC)CC